2-((3-(cyclobutylmethyl)-1H-pyrazol-5-yl)methyl)-4-morpholino-6-(pyridin-4-yl)furo[3,2-d]pyrimidine C1(CCC1)CC1=NNC(=C1)CC=1N=C(C2=C(N1)C=C(O2)C2=CC=NC=C2)N2CCOCC2